O1C2=C(OCC1)C(=CC=C2)C(CCC(=O)C2=CC=C(C=C2)C(F)(F)F)=O 1-(2,3-Dihydrobenzo[b][1,4]dioxin-5-yl)-4-(4-(trifluoromethyl)phenyl)butane-1,4-dione